C(C)C1=CC=C(C=C)C=C1C 4-ethyl-5-methyl-styrene